2-(2-chlorophenyl)-acetamide ClC1=C(C=CC=C1)CC(=O)N